C(C)(C)(C)OC(=O)N1CC(C1)N1CCC(CC1)N1CCC2(CC1)CCN(CC2)C2=C(C=C(C(=C2)OC)[N+](=O)[O-])C 3-(4-(9-(5-methoxy-2-methyl-4-nitrophenyl)-3,9-diazaspiro[5.5]undecan-3-yl)piperidin-1-yl)azetidine-1-carboxylic acid tert-butyl ester